COC1=NC=CC(=C1)C1=C(C=2CCC2C=C1)NC(=O)C1(CN2C(O1)=C(C=N2)S(=O)(N)=N)C ((3-(2-methoxypyridin-4-yl)bicyclo[4.2.0]octa-1(6),2,4-trien-2-yl)carbamoyl)-2-methyl-2,3-dihydropyrazolo[5,1-b]oxazole-7-sulfonimidamide